[Pd](Cl)Cl.C(C)(C)(C)[PH+](C1=CC=C(C=C1)N(C)C)C(C)(C)C di-tert-butyl-(4-dimethylaminophenyl)phosphonium palladium (II) dichloride